C1(=CC=CC=C1)C(N1[C@@H]([C@H](C1)C(C(=O)[O-])S(=O)(=O)C)C)C1=CC=CC=C1 2-[(2R,3S)-1-(diphenylmethyl)-2-methylazetidin-3-yl]-2-methylsulfonylacetate